4'-(phenoxy)-2,2-dichloroacetophenone O(C1=CC=CC=C1)C1=CC=C(C=C1)C(C(Cl)Cl)=O